2-(((2,4-dimethylpyridin-3-yl)methyl)thio)-3,5,6,7-tetrahydro-4H-cyclopenta[d]pyrimidin-4-one CC1=NC=CC(=C1CSC=1NC(C2=C(N1)CCC2)=O)C